((1-(2,5'-difluoro-2'-hydroxy-[1,1'-biphenyl]-4-yl)-2,2,2-trifluoroethyl) amino)-4-fluoro-4-methylpentanoate FC1=C(C=CC(=C1)C(C(F)(F)F)NC(C(=O)[O-])CC(C)(C)F)C1=C(C=CC(=C1)F)O